(3R,4R,5R)-2-(4-aminopyrrolo[2,1-f][1,2,4]triazin-7-yl)-3,4-bis(benzyloxy)-5-((benzyloxy)methyl)tetrahydrofuran-2-carbonitrile NC1=NC=NN2C1=CC=C2C2(O[C@@H]([C@H]([C@H]2OCC2=CC=CC=C2)OCC2=CC=CC=C2)COCC2=CC=CC=C2)C#N